C1COC2=C1C=C(C=C2)/C=C/C(=O)C3=C(C=C(C=C3)F)O (e)-3-(2',3'-Dihydrobenzofuran-5-yl)-1-(4-fluoro-2-hydroxylphenyl)prop-2-en-1-one